C[C@@]12CC[C@@H]3C(CC3C3(CCC2O1)[C@@H](C3)C(=O)ON3C(CCC3=O)=O)(C)C 2,5-Dioxopyrrolidin-1-yl (1'S,2R,4'S)-4',12',12'-trimethyl-5'-oxaspiro[cyclopropane-1,9'-tricyclo[8.2.0.04,6]dodecane]-2-carboxylate